N-(propan-2-yl)-1H-pyrrole CC(C)N1C=CC=C1